C(C)N1C2=C([C@@H]([C@@H](C1=O)NC(C1=CC(=CC=C1)C(F)(F)F)=O)C1=CC=C(C=C1)F)C(=NN2C2=CC=C(C=C2)C)C N-[(4S,5S)-7-ethyl-4-(4-fluorophenyl)-3-methyl-1-(4-methylphenyl)-6-oxo-1H,4H,5H,6H,7H-pyrazolo[3,4-b]pyridin-5-yl]-3-(trifluoromethyl)benzamide